FC(S(=O)(=O)NC1=C(C=C(C=C1)C1=NNC(=C1C(=O)N)NC1=NOC(=C1)C1COCC1)O[C@@H](C)C1=CC=C(C=C1)F)F 3-(4-((difluoromethyl)sulfonamido)-3-((S)-1-(4-fluorophenyl)ethoxy)phenyl)-5-((5-(tetrahydrofuran-3-yl)isoxazol-3-yl)amino)-1H-pyrazole-4-carboxamide